ClC=1C2=C(N=CN1)N(C1=C2C=2C(S(CC1)(=O)=O)=C(ON2)C2CC2)C(C)C 11-chloro-3-cyclopropyl-7-isopropyl-6,7-dihydro-5H-isoxazolo[4'',3'':2',3']thiepino[4',5':4,5]pyrrolo[2,3-d]pyrimidine 4,4-dioxide